(3-(3-(3,5-bis(trifluoromethyl)phenyl)-1H-1,2,4-triazol-1-yl)oxiran-2-yl)(3,3-difluoroazetidin-1-yl)methanone FC(C=1C=C(C=C(C1)C(F)(F)F)C1=NN(C=N1)C1C(O1)C(=O)N1CC(C1)(F)F)(F)F